N-(2-(7-hydroxynaphthalen-1-yl)ethyl)-3-((1-(pyridin-2-yl)piperidin-4-yl)amino)propanamide methyl-2-(hydroxymethyl)-1-methyl-1H-imidazole-5-carboxylate COC(=O)C1=CN=C(N1C)CO.OC1=CC=C2C=CC=C(C2=C1)CCNC(CCNC1CCN(CC1)C1=NC=CC=C1)=O